ClC1=CC=C(CC2=CC=C3C(=N2)SC(=N3)NC(=O)C3=CN=NC=C3C3=C(C=CC=C3)OC)C=C1 N-(5-(4-chlorobenzyl)thiazolo[5,4-b]pyridin-2-yl)-5-(2-methoxyphenyl)pyridazine-4-carboxamide